C(CCC)C1=CC=C(C=C1)C#CC1=CC=C(C=C1)C1=CC(=C(C(=C1)C)N)F 4'-[2-(4-Butylphenyl)ethynyl]-3-fluoro-5-methyl-[1,1'-biphenyl]-4-amine